O[C@@H](CCCNC(OC(C)(C)C)=O)[C@@H](C(=O)N[C@H](C(=O)N(C)OC)C)NC(OC(C)(C)C)=O di-tert-butyl ((4S,5S)-4-hydroxy-6-(((s)-1-(methoxy(methyl)amino)-1-oxopropan-2-yl)amino)-6-oxohexane-1,5-diyl)dicarbamate